tris(2,2,6,6-tetra-methyl-4-piperidyl)benzene-1,3,4-tricarboxylate CC1(NC(CC(C1)C1=C(C(=C(C(=C1C(=O)[O-])C1CC(NC(C1)(C)C)(C)C)C(=O)[O-])C(=O)[O-])C1CC(NC(C1)(C)C)(C)C)(C)C)C